CN(C)CC=1C=2C=C3C(=NC2C=CC1OCC1CCN(CC1)C(=O)OC(C)(C)C)C1=CC2=C(C(N1C3)=O)COC([C@]2(O)CC)=O tert-Butyl (S)-4-(((10-((dimethylamino)methyl)-4-ethyl-4-hydroxy-3,14-dioxo-3,4,12,14-tetrahydro-1H-pyrano[3',4':6,7]indolizino[1,2-b]quinolin-9-yl)oxy)methyl)piperidine-1-carboxylate